(Z)-1-[3,5-Dihydroxy-2-[(Z)-3-phenylprop-2-enoyl]phenyl]-3-phenylprop-2-en-1-one OC=1C(=C(C=C(C1)O)C(\C=C/C1=CC=CC=C1)=O)C(\C=C/C1=CC=CC=C1)=O